difluoromethyl (2-pyridinyl) sulfone N1=C(C=CC=C1)S(=O)(=O)C(F)F